1-(2-(3-(But-3-yn-1-yl)-3H-diazirin-3-yl)ethyl)-1H-pyrazole-3-sulfonamide, 2,2,2-trifluoroacetate salt FC(C(=O)O)(F)F.C(CC#C)C1(N=N1)CCN1N=C(C=C1)S(=O)(=O)N